S(N)(=O)(=O)NCCNC=1C(=NON1)C(=NO)NC1=CC(=C(C=C1)F)Br 4-({2-[(sulfamoyl)amino]ethyl}amino)-N-(3-bromo-4-fluorophenyl)-N'-hydroxy-1,2,5-oxadiazole-3-carboxamidine